4-[(methylamino)methyl]-6-[methyl(propan-2-yl)amino]-2-[6-(5-methyl-4-propyl-4H-1,2,4-triazol-3-yl)pyridin-2-yl]-2,3-dihydro-1H-pyrrolo[3,4-c]pyridin-1-one, hydrochloride Cl.CNCC1=NC(=CC2=C1CN(C2=O)C2=NC(=CC=C2)C2=NN=C(N2CCC)C)N(C(C)C)C